CCC(C#CC#CC(C=CCCCCCCC)O)O 9-heptadecene-4,6-diyne-3,8-diol